CCCCCCCC\C=C/CC (9Z)-9-Dodecen